C(C)(C)(C)OC(=O)N1[C@@H](C=CC(C1)=O)CO[Si](C)(C)C(C)(C)C (S)-2-(((tert-butyldimethylsilyl)oxy)methyl)-5-oxo-5,6-dihydropyridine-1(2H)-carboxylic acid tert-butyl ester